4-(ethylsulfonyl)bromobenzene C(C)S(=O)(=O)C1=CC=C(C=C1)Br